2-(dimethylamino)-N-(5-((5,6,7,8-tetrahydropyrido[3,4-d]pyrimidin-2-yl)amino)pyridin-2-yl)acetamide CN(CC(=O)NC1=NC=C(C=C1)NC=1N=CC2=C(N1)CNCC2)C